Triflyl Azide S(=O)(=O)(C(F)(F)F)N=[N+]=[N-]